dihydroflavonal C1=CC=C(C=C1)C2C(C(=O)C3=CC=CC=C3O2)C=O